1-((3S,4R)-4-(3,5-difluorophenyl)-1-(2-methoxyethyl)pyrrolidin-3-yl)-3-(3-isopropyl-1-phenyl-1H-pyrazol-5-yl)urea FC=1C=C(C=C(C1)F)[C@H]1[C@@H](CN(C1)CCOC)NC(=O)NC1=CC(=NN1C1=CC=CC=C1)C(C)C